FC(C=1C=C(C=CC1)C(C(=O)O)(F)F)F 2-(3-(difluoromethyl)phenyl)-2,2-difluoroacetic acid